N1N=CC(=C1)C=1C=C2C(=CC=NC2=CC1)N 6-(1H-pyrazol-4-yl)quinolin-4-amine